O=C1NC(CCC1NC(=O)C1=C(C=C(OCC(=O)O)C=C1)CC)=O 2-(4-((2,6-dioxopiperidin-3-yl)carbamoyl)-3-ethylphenoxy)acetic acid